(20-(hexylamino)-20-oxoeicosanoyl)glycine C(CCCCC)NC(CCCCCCCCCCCCCCCCCCC(=O)NCC(=O)O)=O